(S)-N6-(1-(benzo[b]thiophen-4-yl)piperidin-4-yl)-N6-propyl-4,5,6,7-tetrahydrobenzo[d]thiazole-2,6-diamine hydrochloride Cl.S1C2=C(C=C1)C(=CC=C2)N2CCC(CC2)N([C@@H]2CC1=C(N=C(S1)N)CC2)CCC